ClC1=C2C=C(C=NC2=NC(=C1)OS(=O)(=O)C(F)(F)F)N1CC(N(CC1)C(=O)OC(C)(C)C)C1CC1 tert-butyl 4-[5-chloro-7-(trifluoromethanesulfonyloxy)-1,8-naphthyridin-3-yl]-2-cyclopropylpiperazine-1-carboxylate